stearamidopropyl-dimethyl-ammonium chloride [Cl-].C(CCCCCCCCCCCCCCCCC)(=O)NCCC[NH+](C)C